NC1=C2C(=NC=N1)N(N=C2C2=CC=C(C=C2)OC2=CC=CC=C2)[C@H]2CN(CCC2)C(C=C)=O 1-[(3R)-3-[4-Amino-3-(4-phenoxyphenyl)-1H-pyrazolo[3,4-d]pyrimidin-1-yl]piperidin-1-yl]prop-2-en-1-one